2,7-dimethyl-2,7-bis(tert-butylperoxy)octadiyne Ethyl-2-(4-((4-(4-trifluoromethyl-phenyl)-5-oxo-4,5-dihydro-1H-1,2,4-triazol-1-yl)methyl)phenoxy)-2-meth-ylpropionate C(C)OC(C(C)(C)OC1=CC=C(C=C1)CN1N=CN(C1=O)C1=CC=C(C=C1)C(F)(F)F)=O.CC(C)(C#CC#CC(C)(OOC(C)(C)C)C)OOC(C)(C)C